FC[C@]1(CC(NC1)C(=O)OCC1=CC=CC=C1)C benzyl (4S)-4-(fluoromethyl)-4-methylpyrrolidine-2-carboxylate